7-cyclopentyl-2-((5-(1-(((1r,4r)-4-(hydroxymethyl)cyclohexyl)methyl)piperidin-4-yl)pyridin-2-yl)amino)-N,N-dimethyl-7H-pyrrolo[2,3-d]pyrimidine-6-carboxamide C1(CCCC1)N1C(=CC2=C1N=C(N=C2)NC2=NC=C(C=C2)C2CCN(CC2)CC2CCC(CC2)CO)C(=O)N(C)C